4-amino-1,3-benzenedisulfonic acid NC1=C(C=C(C=C1)S(=O)(=O)O)S(=O)(=O)O